bis(3,5-difluorophenyl) sulfide FC=1C=C(C=C(C1)F)SC1=CC(=CC(=C1)F)F